3-cyano-N-(pyridin-2-yl)benzamide C(#N)C=1C=C(C(=O)NC2=NC=CC=C2)C=CC1